4-(((2Z)-3-cyclohexyl-5-((1-methyl-1H-indole-3-yl)methylene)-4-oxothiazolidin-2-ylidene)amino)benzenesulphonamide C1(CCCCC1)N1/C(/SC(C1=O)=CC1=CN(C2=CC=CC=C12)C)=N/C1=CC=C(C=C1)S(=O)(=O)N